BrC1=C(C=CC(=N1)N(CC1=CC=C(C=C1)OC)CC1=CC=C(C=C1)OC)F 6-bromo-5-fluoro-N,N-bis[(4-methoxyphenyl)methyl]pyridin-2-amine